ClC1=C(C=C(C(=C1C(=O)NCC=1C(NC(=CC1C)C)=O)C)N(C1CCOCC1)CC)C1=CC=C(C=C1)C1(CCOCC1)C#N 2-Chloro-4'-(4-cyanotetrahydro-2H-pyran-4-yl)-N-((4,6-dimethyl-2-oxo-1,2-dihydropyridin-3-yl)methyl)-5-(ethyl-(tetrahydro-2H-pyran-4-yl)amino)-4-methyl-[1,1'-biphenyl]-3-carboxamide